(S)-2-((1H-pyrrolo[2,3-b]pyrid-5-yl)oxy)-4-(2-(2-(2-isopropylphenyl)pyrrolidin-1-yl)-7-azaspiro[3.5]non-7-yl)benzoic acid N1C=CC=2C1=NC=C(C2)OC2=C(C(=O)O)C=CC(=C2)N2CCC1(CC(C1)N1[C@@H](CCC1)C1=C(C=CC=C1)C(C)C)CC2